monomenthylmalonate C1(CC(C(CC1)C(C)C)OC(CC(=O)[O-])=O)C